O.[Na+].[Ca+2].[Si]([O-])([O-])([O-])[O-].[Al+3] aluminum silicate calcium sodium salt hydrate